2-[[6-[5-chloro-3-[1-[2-(3,3-difluoropyrrolidin-1-yl)ethyl]pyrazol-4-yl]quinoxalin-6-yl]oxy-2-methylbenzimidazol-1-yl]methoxy]ethyl-trimethyl-silane ClC1=C2N=C(C=NC2=CC=C1OC=1C=CC2=C(N(C(=N2)C)COCC[Si](C)(C)C)C1)C=1C=NN(C1)CCN1CC(CC1)(F)F